N-hydroxy-2-(oxazolo[5,4-b]pyridin-2-yl)isoindoline-4-carboxamide ONC(=O)C=1C=2CN(CC2C=CC1)C=1OC2=NC=CC=C2N1